FC(C(C(=C(C(C(F)(F)F)(F)F)C(F)(F)F)C(F)(F)F)(F)F)(F)F perfluoro(3,4-dimethylhex-3-ene)